4-methoxy-N'-[5-cyano-4-(1H-indol-3-yl)pyrimidin-2-yl]-6-(4-methylpiperidin-1-yl)benzene-1,3-diamine COC1=C(C=C(C(=C1)N1CCC(CC1)C)N)NC1=NC=C(C(=N1)C1=CNC2=CC=CC=C12)C#N